C1(=CC=CC=C1)C1C(C(C(CC1)C1=CC=CC=C1)C(=O)O)C(=O)O 3,6-diphenylcyclohexane-1,2-dicarboxylic acid